N,N-Diethylcarbamic acid 3,4-dichloro-2-iodophenyl ester ClC=1C(=C(C=CC1Cl)OC(N(CC)CC)=O)I